OC(C(=O)N1C(CCC1)C(=O)N)C1=CN=NN1 1-[2-hydroxy-2-(1H-1,2,3-triazol-5-yl)acetyl]pyrrolidine-2-carboxamide